5-(6-allyl-6-(difluoromethyl)-7-oxohexahydropyrazolo[1,2-a]pyrazol-1-yl)nicotinonitrile C(C=C)C1(CN2N(C1=O)C(CC2)C=2C=NC=C(C#N)C2)C(F)F